1,4-bis-hydroxy-methylcyclohexane OC1(CCC(CC1)O)C